1-Ethyl-1H-pyrazole-3-carbaldehyde C(C)N1N=C(C=C1)C=O